COC1=C(CNC2=NC=NC3=C(C=CC=C23)C(=O)NC2=C3C=CN=C(C3=CC=C2C)NC2=CC=C(C=C2)OC)C=CC(=C1)OC 4-((2,4-dimethoxybenzyl)amino)-N-(1-((4-methoxyphenyl)amino)-6-methylisoquinolin-5-yl)quinazoline-8-carboxamide